C(C)(C)(C)OC(=O)N(C(OC(C)(C)C)=O)C\C=C\S(=NC1=CC=CC=C1)(=O)C1=CC(=C(C=C1)OC)F tert-butyl N-[(tert-butoxy)carbonyl]-N-[(2E)-3-[(3-fluoro-4-methoxyphenyl)(oxo)(phenylimino)-λ6-sulfanyl]prop-2-en-1-yl]carbamate